((6-hydroxy-5'-methyl-4-pentyl-2'-(prop-1-en-2-yl)-1',2',3',4'-tetrahydro-[1,1'-biphenyl]-2-yl)oxy)methyl 2-ethylbutanoate C(C)C(C(=O)OCOC1=C(C(=CC(=C1)CCCCC)O)C1C(CCC(=C1)C)C(=C)C)CC